CN1C(CC(CC1(C)C)OC(=O)C(=CC1=CC=C(C=C1)OC)C(=O)OC1CC(N(C(C1)(C)C)C)(C)C)(C)C 1,1-bis(1,2,2,6,6-pentamethyl-4-piperidyloxycarbonyl)-2-(4-methoxyphenyl)ethene